CC(C)C1=C(C2=C(S1)CCC2)NC(OC(C)(C)C)=O tert-butyl N-[2-(propan-2-yl)-4H,5H,6H-cyclopenta[b]thiophen-3-yl]carbamate